NC1=C(C2=C(S1)C=CC(=C2C=2C1=C(C=3C=NC(=NC3C2F)N2C[C@H](CC2)CN(C)C)COC1)F)C#N 2-Amino-4-(3-((R)-3-((dimethylamino)methyl)pyrrolidin-1-yl)-5-fluoro-7,9-dihydrofuro[3,4-f]quinazolin-6-yl)-5-fluorobenzo[b]thiophene-3-carbonitrile